C1=CC=C2C(=C1)C=C(N2)[N+](=O)[O-] nitroindole